ClC=1C=C(C=CC1F)S(=O)(=O)NC=1C=C2CN(C(C2=CC1)=O)C1C(NC(CC1)=O)=O 3-chloro-N-(2-(2,6-dioxopiperidin-3-yl)-1-oxoisoindolin-5-yl)-4-fluorobenzene-sulfonamide